alanine ethylbutyl ester C(C)C(CCC)OC([C@@H](N)C)=O